C[Si](CCOCN1N=C2C(CNC=C2C(=O)N)=C1)(C)C 2-{[2-(trimethylsilyl)ethoxy]Methyl}-2H,4H,5H-pyrazolo[4,3-c]Pyridine-7-carboxamide